(2S,4S)-1-(tert-butoxycarbonyl)-4-(tert-butyldimethylsilyloxy)-2-methylpyrrolidine-2-carboxylic acid C(C)(C)(C)OC(=O)N1[C@@](C[C@@H](C1)O[Si](C)(C)C(C)(C)C)(C(=O)O)C